E-7-amino-2,3-dihydrobenzo[b][1,4]dioxine-6-carboxylic acid NC=1C(=CC2=C(OCCO2)C1)C(=O)O